CN(C)[Zr](N(C)C)(N(C)C)N(C)C tetrakisdimethylaminozirconium